Di-[4-(1-naphthyl)-phenyl]-carbonat C1(=CC=CC2=CC=CC=C12)C1=CC=C(C=C1)OC(OC1=CC=C(C=C1)C1=CC=CC2=CC=CC=C12)=O